capric acid isopropyl ester C(C)(C)OC(=O)CCCCCCCCC